ClC=1C(=NC(=NC1)N[C@@H]1C[C@@H]2CO[C@H]([C@H]1O)O2)C=2C=C(C1=C(N(C(=N1)[C@H]1CN(CC1)C(=O)OC)C(C)C)C2)F methyl (R)-3-(6-(5-chloro-2-(((1R,3R,4S,5S)-4-hydroxy-6,8-dioxabicyclo[3.2.1]octan-3-yl)amino)pyrimidin-4-yl)-4-fluoro-1-isopropyl-1H-benzo[d]imidazol-2-yl)pyrrolidine-1-carboxylate